ClCC(=O)N(C1=CC=C(C=C1)C1=CC=NO1)C(C(=O)NC1CCC(CC1)(F)F)(C)C=1C=NC=NC1 2-(2-Chloro-N-(4-(isoxazol-5-yl)phenyl)acetamido)-N-(4,4-difluorocyclohexyl)-2-(pyrimidin-5-yl)propanamide